OC(=O)C(F)(F)F.C[Si](CCOCN1N=CC=2C1=NC=NC2C2=CC=C(C=C2)CN)(C)C (4-(1-((2-(trimethylsilyl)ethoxy)methyl)-1H-pyrazolo[3,4-d]pyrimidin-4-yl)phenyl)methanamine TFA salt